tert-butyl (2S)-2-[3-[1-(2,6-dioxo-3-piperidyl)-3-methyl-2-oxo-benzimidazol-4-yl]prop-2-ynoxymethyl]morpholine-4-carboxylate O=C1NC(CCC1N1C(N(C2=C1C=CC=C2C#CCOC[C@@H]2CN(CCO2)C(=O)OC(C)(C)C)C)=O)=O